S(=O)(=O)(C1=CC=C(C)C=C1)OC1=CC=C(C=C1)F 4-(Tosyloxy)-fluorobenzene